CC1=CN(C2=NC(=O)NC(=O)C2=N1)CCCCO The molecule is a pteridine that is lumazine substituted with a 4-hydroxybutyl group at position 8 and a methyl group at position 6; one of 20 modifications to the potent microbial riboflavin-based metabolite antigen 5-(2-oxopropylideneamino)-6-D-ribityl aminouracil (5-OP-RU), an activator of mucosal-associated invariant T (MAIT) cells when presented by the MR1 protein (reported in MED:32123373). It derives from a lumazine.